C(C)(C)(C)C1(CN(CC1)C(=O)OC(C)(C)C)F tert-butyl 3-tert-butyl-3-fluoropyrrolidine-1-carboxylate